(R)-6-ethylchroman-3-amine hydrochloride Cl.C(C)C=1C=C2C[C@H](COC2=CC1)N